6-(2-(3-chloro-4-fluorophenyl)-1H-benzo[d]imidazol-6-yl)-3-(2-(4-methylpiperidin-1-yl)ethyl)quinazolin-4(3H)-one ClC=1C=C(C=CC1F)C1=NC2=C(N1)C=C(C=C2)C=2C=C1C(N(C=NC1=CC2)CCN2CCC(CC2)C)=O